ClC1=CC=C(C=C1)C1=NOC(=N1)[C@H](C)N (1S)-1-[3-(4-chlorophenyl)-1,2,4-oxadiazol-5-yl]Ethylamine